C1(=CC=C(C=C1)C(=O)C=1C=C(C=CC1)C)C1=CC=CC=C1 biphenyl-4-yl-m-tolyl-methanone